1-[(2,6-difluorophenyl)methyl]-N-[(6S)-4-methyl-5-oxo-7,8-dihydro-6H-pyrazolo[1,5-a][1,3]diazepin-6-yl]-1,2,4-triazole-3-carboxamide FC1=C(C(=CC=C1)F)CN1N=C(N=C1)C(=O)N[C@@H]1C(N(C=2N(CC1)N=CC2)C)=O